1-[4-chloro-3-(trifluoromethyl)phenyl]-3-{4-[(2,6-difluorophenyl)diazenyl]phenyl}urea ClC1=C(C=C(C=C1)NC(=O)NC1=CC=C(C=C1)N=NC1=C(C=CC=C1F)F)C(F)(F)F